(6-chloro-3,4-dihydroquinolin-1(2H)-yl)(6-(4-(trifluoromethyl)phenyl)pyrazin-2-yl)methanone ClC=1C=C2CCCN(C2=CC1)C(=O)C1=NC(=CN=C1)C1=CC=C(C=C1)C(F)(F)F